F[C@H]1COCCC1 (3R,4R)-3-fluoro-tetrahydropyran